CC=1OC(=CC1C(=O)NC1=NC(=NS1)CC(C)(F)F)C1=CC(=CC=C1)C#N 2-Methyl-5-(3-cyanophenyl)-N-(3-(2,2-difluoropropyl)-1,2,4-thiadiazol-5-yl)furan-3-Formamide